manganese 1-hydroxymethyl-pyrazole OCN1N=CC=C1.[Mn]